COC1(CC(C1)C(=O)[O-])OC 3,3-dimethoxycyclobutane-1-carboxylate